4-(2-hydroxy-2,3-dimethylbutoxy)benzonitrile OC(COC1=CC=C(C#N)C=C1)(C(C)C)C